FC1=C(C=CC(=C1)C1=CC(=C2C(=N1)C=CS2)NCCCN2CCC(CC2)N2CCCC2)C(=O)N2CCOCC2 (2-fluoro-4-(7-((3-(4-(pyrrolidin-1-yl)piperidin-1-yl)propyl)amino)thieno[3,2-b]pyridin-5-yl)phenyl)(morpholino)methanone